C(C)(=O)O[C@@H]1C[C@H](O[C@H]1N1C2=NC(=NC=C2N(C1=O)CCC(C(F)(F)F)(F)F)N)COC(C)=O ((2S,4R,5R)-4-acetoxy-5-(2-amino-8-oxo-7-(3,3,4,4,4-pentafluorobutyl)-7,8-dihydro-9H-purin-9-yl)tetrahydrofuran-2-yl)methylacetat